(3R)-3-amino-7-(5-tert-butyl-1,3,4-oxadiazol-2-yl)-5-[[4-(2,2-difluoroethoxy)phenyl]methyl]-1,1-dioxo-2,3-dihydro-1λ6,5-benzothiazepin-4-one N[C@H]1CS(C2=C(N(C1=O)CC1=CC=C(C=C1)OCC(F)F)C=C(C=C2)C=2OC(=NN2)C(C)(C)C)(=O)=O